BrC=1OC=C2C=CC(=CC12)F 3-bromo-5-fluoroisobenzofuran